Tert-butyl 5-(1-(2-(diisopropylcarbamoyl)-4-fluorophenyl)-1H-pyrrolo[2,3-C]pyridin-3-yl)-3,6-dihydropyridine-1(2H)-carboxylate C(C)(C)N(C(=O)C1=C(C=CC(=C1)F)N1C=C(C=2C1=CN=CC2)C2=CCCN(C2)C(=O)OC(C)(C)C)C(C)C